11-hydroperoxy-5Z,8Z,12E,14Z-eicosatetraenoic acid O(O)C(C\C=C/C=C\C=C/C=CC(=O)O)CCCCCCCCC